NC1=CC=C(C=C1)[C@H](CNC(C)=O)C (R)-N-[2-(4-aminophenyl)propyl]acetamide